ClC=1C(=C(C=CC1)NC1=NC=NC2=CC=C(C=C12)[C@H]1CN(CCC1)C(C=C)=O)F (S)-1-(3-(4-((3-chloro-2-fluorophenyl)amino)quinazolin-6-yl)piperidin-1-yl)prop-2-en-1-one